NCCCCC(C(CCCCCC)C(C)=O)C(C)=O 1-amino-5,6-diacetyl-dodecane